4-(aminomethyl)-6-(3-(hydroxymethyl)-1H-pyrrolo[2,3-b]pyridin-5-yl)phthalazin-1(2H)-one NCC1=NNC(C2=CC=C(C=C12)C=1C=C2C(=NC1)NC=C2CO)=O